3a,4,5,6,7,7a-hexahydro-4,7-methano-1H-inden-6-ol propionate C(CC)(=O)OC1CC2C3C=CCC3C1C2